[Si](C)(C)(C(C)(C)C)O[C@@H]([C@H](CC1=CC=C(C=N1)CC(=O)O)OCCC1=CC=CC=C1)C1=CC(=C(C(=C1)OC)C)OC 2-(6-((2S,3R)-3-((tert-butyldimethylsilyl)oxy)-3-(3,5-dimethoxy-4-methylphenyl)-2-phenethoxypropyl)pyridin-3-yl)acetic acid